C(CCC(=O)O)(=O)O.C(C1=CC=CC=C1)SC=1C=C2C(=CNC2=CC1)C1CCN(CC1)CCCC 5-benzylthio-3-(1-butylpiperidin-4-yl)-1H-indole succinate